1,2-dimethyl 4-[(1r,3r)-3-hydroxycyclobutoxy]benzene-1,2-dicarboxylate OC1CC(C1)OC=1C=C(C(=CC1)C(=O)OC)C(=O)OC